FC1(CC(C1)N1N=NC2=C1CCC(C2)NCC2=NN1C(=NC=3C(=CC=CC3C1=N2)OC)NCC2=C(C=C(C=C2)OC)OC)F 2-(((1-(3,3-difluorocyclobutyl)-4,5,6,7-tetrahydro-1H-benzo[d][1,2,3]triazol-5-yl)amino)methyl)-N-(2,4-dimethoxybenzyl)-7-methoxy-[1,2,4]triazolo[1,5-c]quinazolin-5-amine